6,9-dihydropyrazino[2,3-g]quinoxaline-2,3,7,8(1H,4H)-tetraone N1C(C(NC=2C1=CC=1NC(C(NC1C2)=O)=O)=O)=O